N-(8,9-dihydro-7H-6-oxa-4,9a-diazabenzo[cd]azulen-3-yl)-1,1-diphenylmethanimine C1=CC2=C3C(OCCCN13)=CN=C2N=C(C2=CC=CC=C2)C2=CC=CC=C2